2'-[6-amino-5-(trifluoromethyl)pyridin-3-yl]-N-[1-(pyrazin-2-yl)ethyl]-5',6'-dihydrospiro[pyrrolidine-3,4'-pyrrolo[1,2-b]pyrazole]-1-carboxamide NC1=C(C=C(C=N1)C=1C=C2N(N1)CCC21CN(CC1)C(=O)NC(C)C1=NC=CN=C1)C(F)(F)F